CC=1C=CC(=C(C1)N=C=O)[N+](=O)[O-] 5-Methyl-2-nitrophenylisocyanat